3-(4-chlorophenyl)-5-(2-propan-2-yl-pyrazol-3-yl)-N-(1,1,1-trifluoro-2-methyl-propan-2-yl)-benzamide ClC1=CC=C(C=C1)C=1C=C(C(=O)NC(C(F)(F)F)(C)C)C=C(C1)C=1N(N=CC1)C(C)C